(7-chloro-1-(isopropylamino)-2,6-naphthyridin-3-yl)methanol ClC1=NC=C2C=C(N=C(C2=C1)NC(C)C)CO